rac-(3R,4R)-4-fluoropiperidin-3-ol hydrochloride Cl.F[C@H]1[C@@H](CNCC1)O |r|